methyl 4-[[2-[4-[3-[(4-cyano-2-fluoro-phenyl)methoxy]pyrazol-1-yl]-2,5-difluoro-phenyl]acetyl]amino]-3-[[(2S)-oxetan-2-yl]methylamino]benzoate C(#N)C1=CC(=C(C=C1)COC1=NN(C=C1)C1=CC(=C(C=C1F)CC(=O)NC1=C(C=C(C(=O)OC)C=C1)NC[C@H]1OCC1)F)F